ClC1=CC=C(C=C1)[C@](CC1=NOC(=N1)CN1C(N(C=CC1=O)C)=O)([2H])O (R)-3-((3-(2-(4-chlorophenyl)-2-hydroxyethyl-2-d)-1,2,4-oxadiazol-5-yl)methyl)-1-methylpyrimidine-2,4(1H,3H)-dione